CN1CCC12CN(C2)C(=O)OC(C)(C)C tert-butyl 1-methyl-1,6-diazaspiro[3.3]heptane-6-carboxylate